C(N)(O)=O.C(CS)(=O)OCCCCCC(C)C isooctyl thioglycolate (carbamate)